[Na+].O=C1C(O)=C([O-])[C@H](O1)[C@@H](O)CO L-ascorbic acid sodium salt